ClC=1C=C(OCC(=O)N[C@H]2CO[C@@H](OC2)C=2OC(=NN2)OCCOC(F)(F)F)C=CC1Cl 2-(3,4-dichlorophenoxy)-N-[trans-2-{5-[2-(trifluoromethoxy)ethoxy]-1,3,4-oxadiazol-2-yl}-1,3-dioxan-5-yl]acetamide